N-[6-(5-chloro-1,3-benzothiazol-2-yl)spiro[3.3]heptan-2-yl]-1,1-dioxo-thiolane-3-carboxamide ClC=1C=CC2=C(N=C(S2)C2CC3(CC(C3)NC(=O)C3CS(CC3)(=O)=O)C2)C1